C(C)OC(=O)C1=C(NC(C(=C1)C#N)=O)C.O(C1=CC=CC=C1)C1=CC=C(C=C1)C1=NN(C2=NC=NC=C21)C2CC1(CN(C1)C(C#CCN1CCCCC1)=O)C2 1-(6-(3-(4-phenoxyphenyl)-1H-pyrazolo[3,4-d]pyrimidin-1-yl)-2-azaspiro[3.3]heptan-2-yl)-4-(piperidin-1-yl)but-2-yn-1-one ethyl-5-cyano-2-methyl-6-oxo-1,6-dihydropyridine-3-carboxylate